C(C)C(CNCCN)CCCC N-(2-ethylhexyl)-1,2-ethanediamine